Tert-butyl (2-(2-(3,5-bis(((tert-butyldimethylsilyl)oxy)methyl)-1H-pyrazol-1-yl)ethoxy)ethyl)carbamate [Si](C)(C)(C(C)(C)C)OCC1=NN(C(=C1)CO[Si](C)(C)C(C)(C)C)CCOCCNC(OC(C)(C)C)=O